5-((6-(3,3-dimethyl-2-oxo-1-((1s,3s)-3-(piperidin-1-yl)cyclobutyl)indolin-6-yl)-3-isopropyl-3H-imidazo[4,5-c]pyridin-4-yl)amino)-N,2-dimethylbenzamide CC1(C(N(C2=CC(=CC=C12)C1=CC2=C(C(=N1)NC=1C=CC(=C(C(=O)NC)C1)C)N(C=N2)C(C)C)C2CC(C2)N2CCCCC2)=O)C